N-(adamantan-2-yl)-4-(2,4-difluorophenyl)-1H-pyrrole-2-carboxamide C12C(C3CC(CC(C1)C3)C2)NC(=O)C=2NC=C(C2)C2=C(C=C(C=C2)F)F